2-(1-(3-chloro-5-methylphenyl)-1H-pyrazol-4-yl)propanoic acid ClC=1C=C(C=C(C1)C)N1N=CC(=C1)C(C(=O)O)C